3-((4-ethylpiperazin-1-yl)methyl)-5-(trifluoromethyl)aniline C(C)N1CCN(CC1)CC=1C=C(N)C=C(C1)C(F)(F)F